[Pd].[Pd].C(C)(=O)C(C(C)=O)(C(C)=O)C(C)=O triacetylacetone dipalladium